Tert-butyl-((2,6-dichloro-3-fluoro-4-((trimethylsilyl)ethynyl)benzyl)oxy)dimethylsilane C(C)(C)(C)[Si](C)(C)OCC1=C(C(=C(C=C1Cl)C#C[Si](C)(C)C)F)Cl